S1C=NC2=C1C=CC(=C2)[C@H]2N(C[C@@H](CC2)C)C(C(=O)NC=2C=C(C(=NC2)OC)C(=O)N)=O |o1:9,12| rel-5-[[2-[(2S,5R)-2-(1,3-benzothiazol-5-yl)-5-methyl-1-piperidyl]-2-oxo-acetyl]amino]-2-methoxy-pyridine-3-carboxamide